5-cyclopropyl-1-methyl-N-[(1s,4s)-4-{[2-(trifluoromethyl)imidazo[1,2-a]pyridin-5-yl]amino}cyclohexyl]-1H-pyrazole-4-carboxamide C1(CC1)C1=C(C=NN1C)C(=O)NC1CCC(CC1)NC1=CC=CC=2N1C=C(N2)C(F)(F)F